BrC1=NN2C(NC(=CC2=O)C2=CC(=C(C(=C2)F)C2CCCCC2)F)=C1 2-bromo-5-(4-cyclohexyl-3,5-difluorophenyl)-7-oxo-4,7-dihydropyrazolo[1,5-a]pyrimidine